2,6-diiodo-4-(1-methoxyethyl)phenol IC1=C(C(=CC(=C1)C(C)OC)I)O